Sodium Vitamin C OC=1[C@H](OC(C1O)=O)[C@H](CO)O.[Na]